3-ethoxy-4,6-difluoro-dibenzothiophene C(C)OC=1C=CC2=C(SC3=C2C=CC=C3F)C1F